(2-(3,6-dimethoxy-carbazol-9-yl)ethyl)phosphonic acid COC=1C=CC=2N(C3=CC=C(C=C3C2C1)OC)CCP(O)(O)=O